C(C)(C)(C)OC(=O)N1CC2=NN(C(=C2C1)C1=C(C=CC=C1)F)CC1=CC(=CC(=C1)Cl)Cl 2-(3,5-dichlorobenzyl)-3-(2-fluorophenyl)-2,6-dihydropyrrolo[3,4-c]pyrazole-5(4H)-carboxylic acid tert-butyl ester